C(C)(C)(C)OC(=O)N1CCN(C[C@H](C1)F)CC1=CC=CC=C1.ClC=1C=C(OC2CCC(CC2)C(=O)NC=2N=NC(=CC2)F)C=CC1C#N (1r,4r)-4-(3-chloro-4-cyanophenoxy)-N-(6-fluoropyridazin-3-yl)cyclohexane-1-carboxamide tert-butyl-(R)-4-benzyl-6-fluoro-1,4-diazepane-1-carboxylate